4',5,7-trimethoxyflavanone COC1=CC=C(C2OC3=CC(=CC(=C3C(C2)=O)OC)OC)C=C1